FC(CNC(=O)C1=CN=C2N1C=C(C=C2)C2=CNC=1N=C(N=CC12)NCCC(F)(F)F)F N-(2,2-difluoroethyl)-6-(2-((3,3,3-trifluoropropyl)amino)-7H-pyrrolo[2,3-d]pyrimidin-5-yl)imidazo[1,2-a]pyridine-3-carboxamide